(3-(6-fluoro-3,4-dihydroisoquinolin-2(1H)-yl)benzo[d]isothiazol-6-yl)-3,3-dimethylbutyramide FC=1C=C2CCN(CC2=CC1)C1=NSC2=C1C=CC(=C2)C(C(=O)N)C(C)(C)C